2-amino-N-((5-cyano-3-methylpyridin-2-yl)methyl)-3-methyl-N-(1-(pyrimidin-2-yl)ethyl)quinoline-6-carboxamide NC1=NC2=CC=C(C=C2C=C1C)C(=O)N(C(C)C1=NC=CC=N1)CC1=NC=C(C=C1C)C#N